C(C)(C)C1=C(C(=CC=C1)C(C)C)C1=CC=C(C=2C3=CC=CC=C3NC12)N=CC=NC1=CC=C(C=2NC3=CC=CC=C3C12)C1=C(C=CC=C1C(C)C)C(C)C N,N'-bis(2,6-diisopropylphenyl-4-carbazolyl)-1,4-diazabutadiene